The molecule is a polyprenyl glycosyl phosphate consisting of alpha-L-rhamnosyl-(1->3)-N-acetyl-alpha-D-glucosamine attached at the 1-position to trans,octacis-decaprenyl phosphate. It is a conjugate acid of an alpha-L-Rhap-(1->3)-alpha-D-GlcpNAc-1-diphospho-trans,octacis-decaprenol(2-). C[C@H]1[C@@H]([C@H]([C@H]([C@@H](O1)O[C@@H]2[C@H]([C@H](O[C@@H]([C@H]2O)CO)OP(=O)(O)OP(=O)(O)OC/C=C(/C)\\CC/C=C(/C)\\CC/C=C(/C)\\CC/C=C(/C)\\CC/C=C(/C)\\CC/C=C(/C)\\CC/C=C(/C)\\CC/C=C(/C)\\CC/C=C(\\C)/CCC=C(C)C)NC(=O)C)O)O)O